C(CCCCCCCCC)C=1C=C(C=CC1)OB(O)O 3-decylphenyl-boric acid